C(C)(=O)OC1=CC=C(C=C1)C1OC2=CC(=CC(=C2C(C1)=O)OC(C)=O)OC(C)=O [4-(5,7-diacetoxy-4-oxo-chroman-2-yl)phenyl] acetate